FC=1C(=C(C=CC1F)[C@@H]1[C@H](O[C@]([C@@H]1C)(C(F)(F)F)C)C(=O)NC1=CC(=NC=C1)C(=O)N)C (2S,3R,4R,5R)-4-[[3-(3,4-Difluoro-2-methyl-phenyl)-4,5-dimethyl-5-(trifluoromethyl)tetrahydrofuran-2-carbonyl]amino]pyridin-2-carboxamid